4-(3-bromopyrazolo[1,5-a]pyrimidin-5-yl)-1-(3,3-dimethylbutyl)pyridin-2(1H)-one BrC=1C=NN2C1N=C(C=C2)C2=CC(N(C=C2)CCC(C)(C)C)=O